4-(2,4-difluorophenoxy)-3-(6,7-dihydro-5H-pyrrolo[1,2-a]imidazol-2-yl)-N-methylbenzene-1-sulfonamide FC1=C(OC2=C(C=C(C=C2)S(=O)(=O)NC)C=2N=C3N(C2)CCC3)C=CC(=C1)F